oxodibenz[b,f]azocine-5(6H)-butanoic acid O=C1C2=C(C=CC3=C(N1CCCC(=O)O)C=CC=C3)C=CC=C2